[Ru].NC1=C(C(=C(C=C1)P(C1=CC=CC=C1)C1=CC=CC=C1)N)N tris-amino-triphenylphosphine ruthenium salt